C1(CC1)C1=CC(=NO1)C1=CC=C(C=C1)NC(C=C)=O N-(4-(5-cyclopropyl-isoxazol-3-yl)phenyl)acrylamide